C1CCN2C1=C(C=1C=CC=CC21)C2=NOC(=N2)[C@H]2[C@H](CNCC2)F 3-(2,3-dihydro-1H-pyrrolo[1,2-a]indol-9-yl)-5-((3R,4S)-3-fluoropiperidin-4-yl)-1,2,4-oxadiazole